C(C=1C(C(=O)[O-])=CC=CC1)(=O)OCCOC(C=C)=O phthalic acid, mono-2-acryloxyethyl ester